C1(CCCCC1)C1=C2C=CN(C2=NC=N1)[C@H]1[C@H](O)[C@H](O)[C@H](O1)CO 6-Cyclohexyl-9-β-D-ribofuranosyl-7-deazapurine